(S)-2-amino-3-methoxy-1-(4-(3-(2-methoxypyridin-3-yl)pyrazolo[1,5-a]pyrimidin-5-yl)piperazin-1-yl)propan-1-one N[C@H](C(=O)N1CCN(CC1)C1=NC=2N(C=C1)N=CC2C=2C(=NC=CC2)OC)COC